4-(4-bromo-2,5-difluorophenyl)-1-(tetrahydro-2H-pyran-2-yl)-1H-pyrazole BrC1=CC(=C(C=C1F)C=1C=NN(C1)C1OCCCC1)F